3-(2-fluoro-4-(((1-(4-(6-hydroxy-2-phenyl-1,2,3,4-tetrahydronaphthalen-1-yl)phenyl)piperidin-4-yl)(methyl)amino)methyl)phenyl)piperidine-2,6-dione FC1=C(C=CC(=C1)CN(C)C1CCN(CC1)C1=CC=C(C=C1)C1C(CCC2=CC(=CC=C12)O)C1=CC=CC=C1)C1C(NC(CC1)=O)=O